C(C)(C)(C)OC(=O)N1[C@@H]2CN([C@H](C1)C2)C=2C=CC=1N=CN=C(C1N2)NC2=C(C(=C(C=C2)O)Cl)F.CN(C2=CC=CC=C2)C(=C(N(C)C2=CC=CC=C2)N(C)C2=CC=CC=C2)[SiH3] tri(N-methylphenylamino)vinylsilane tert-butyl-(1S,4S)-5-[4-(3-chloro-2-fluoro-4-hydroxy-anilino)pyrido[3,2-d]pyrimidin-6-yl]-2,5-diazabicyclo[2.2.1]heptane-2-carboxylate